tert-butyl N-[2-[[(2S)-2-hydroxy-2-(3-pyridyl)ethyl]-[2-[6-(trifluoromethyl)-3-pyridyl]acetyl]amino]ethyl]carbamate O[C@H](CN(CCNC(OC(C)(C)C)=O)C(CC=1C=NC(=CC1)C(F)(F)F)=O)C=1C=NC=CC1